C(C)(=O)N[C@H](C(=O)N1[C@@H]([C@H]2C([C@H]2C1)(C)C)C(=O)NC(C1=CNC2=CC=CC=C12)C#N)C(C)(C)C (1R,2S,5S)-3-((S)-2-acetylamino-3,3-dimethylbutyryl)-N-(cyano(1H-Indol-3-yl)methyl)-6,6-dimethyl-3-azabicyclo[3.1.0]hexane-2-carboxamide